(1s)-4-methyl-1-((3-((3-methylbenzyl)oxy)prop-1-en-2-yl)oxy)pyridin-1-ium CC1=CC=[N+](C=C1)OC(=C)COCC1=CC(=CC=C1)C